B(S)OBS dithio-diboronic acid